1,3,4-thiaOxadiazole C1=NNOS1